NC1=NC(=C(C(=C1C#N)C1=CC(=CC(=C1)F)Cl)C#N)N1CCCCC1 2-amino-4-(3-chloro-5-fluorophenyl)-6-(piperidin-1-yl)pyridine-3,5-dicarbonitrile